3-(3-chloro-5-(trifluoromethyl)phenyl)propanoate ClC=1C=C(C=C(C1)C(F)(F)F)CCC(=O)[O-]